2-(4-Fluoro-phenyl)-1-[6-(5-methyl-isoxazol-3-ylmethyl)-2,6-diaza-spiro[3.3]hept-2-yl]-ethanone FC1=CC=C(C=C1)CC(=O)N1CC2(C1)CN(C2)CC2=NOC(=C2)C